OC(C(=O)O)(CC(=O)O)CCCCCCCCCCCCCCCC(C)C 2-hydroxy-2-(16-methylheptadecyl)butanedioic acid